AnisAmide COC1=CC=CC=C1C(=O)N